methyl N-{1-[(2R)-6-amino-2-[(2R)-2-[(2R)-2-{[(2-amino-1-phenylethyl)(methyl)carbamoyl]amino}-3-phenylpropionylamino]-4-methylpentanoylamino]hexanoyl]piperidin-4-yl}carbamate NCCCC[C@H](C(=O)N1CCC(CC1)NC(OC)=O)NC([C@@H](CC(C)C)NC([C@@H](CC1=CC=CC=C1)NC(N(C)C(CN)C1=CC=CC=C1)=O)=O)=O